(R)-5-(4-bromophenyl)-1-(oxetan-3-ylmethyl)pyrrolidin-2-one BrC1=CC=C(C=C1)[C@H]1CCC(N1CC1COC1)=O